7-fluoro-2,3-dihydro-1H-inden-1-amine FC=1C=CC=C2CCC(C12)N